C1(CC1)C1=C(C(=NO1)C1=C(C=NC=C1Cl)Cl)C1=CC2(C1)CCN(CC2)C=2C=C1C(=CC=NC1=CC2)OCC 6-(2-(5-Cyclopropyl-3-(3,5-dichloropyridin-4-yl)isoxazol-4-yl)-7-azaspiro[3.5]non-1-en-7-yl)-4-ethoxychinolin